C(C)(C)(C)C=1C=C(C=CC1)C1=NC=CC(=C1)C=C1C(NC(S1)=O)=O 5-((2-(3-(tert-Butyl)phenyl)pyridin-4-yl)methylene)thiazolidine-2,4-dione